N-(3-((2-((2-ethyl-4-((1R,5S)-8-methyl-3,8-diazabicyclo[3.2.1]octan-3-yl)phenyl)amino)-5-(trifluoromethyl)pyrimidin-4-yl)amino)propyl)-N-methylcyclobutanecarboxamide C(C)C1=C(C=CC(=C1)N1C[C@H]2CC[C@@H](C1)N2C)NC2=NC=C(C(=N2)NCCCN(C(=O)C2CCC2)C)C(F)(F)F